ClC1=CC=C(C2=C1C=C(O2)F)COC2=CC=CC(=N2)C2CC(N(C(C2)=O)CC2=NC1=C(N2C[C@H]2OCC2)C=C(C=C1)C(=O)OC(C)(C)C)=O tert-butyl (S)-2-((4-(6-((4-chloro-2-fluorobenzofuran-7-yl) methoxy) pyridin-2-yl)-2,6-dioxopiperidin-1-yl) methyl)-1-(oxetan-2-ylmethyl)-1H-benzo(d)imidazole-6-carboxylate